Racemic-1-aminopropan-2-ol NC[C@@H](C)O |r|